methyl-aminothiazole CC=1N=C(SC1)N